[2-[(chloromethyl)phenyl]ethyl]triethoxysilane CCO[Si](CCC1=CC=CC=C1CCl)(OCC)OCC